phenyl-4-methylphenyliodonium tetrafluoroborate F[B-](F)(F)F.C1(=CC=CC=C1)[I+]C1=CC=C(C=C1)C